3-methyl-5-(N-(2-fluoro-4-chlorobenzyl)-N-phenethylsulfamoyl)benzofuran-2-carboxylic acid ethyl ester C(C)OC(=O)C=1OC2=C(C1C)C=C(C=C2)S(N(CCC2=CC=CC=C2)CC2=C(C=C(C=C2)Cl)F)(=O)=O